C12CC(CC2C1)OC1=C(C=C(C=C1F)NC(=O)C=1N=C(SC1CC(F)(F)F)N1CCCC1)F N-(4-(bicyclo[3.1.0]hexan-3-yloxy)-3,5-difluorophenyl)-2-(pyrrolidin-1-yl)-5-(2,2,2-trifluoroethyl)thiazole-4-carboxamide